FC=1C(=CC2=C(N(C=N2)C[C@@H]2CC[C@H](CC2)C(=O)N2OCC[C@H]2C2=NC=CN=C2)C1)C#N trans-6-fluoro-1-((4-((S)-3-(pyrazin-2-yl)isoxazolidine-2-carbonyl)cyclohexyl)methyl)-1H-benzo[d]imidazole-5-carbonitrile